(E)-2-(2-(1,3-dithian-2-yl)vinyl)furan S1C(SCCC1)/C=C/C=1OC=CC1